tert-butyl N-[(3R)-5-oxo-1-(4-piperazin-1-ylsulfonylphenyl)pyrrolidin-3-yl]carbamate O=C1C[C@H](CN1C1=CC=C(C=C1)S(=O)(=O)N1CCNCC1)NC(OC(C)(C)C)=O